ClC=1C=C(CN2C3=C(C(=C(CC2=O)C(=O)OC)O)C=CC=C3)C=CC1C Methyl 1-(3-chloro-4-methylbenzyl)-5-hydroxy-2-oxo-2,3-dihydro-1H-benzo[b]azepine-4-carboxylate